C(C1=CC=CC=C1)N1CC2=C([C@H](C1)C)C(=NO2)[C@@](C(F)(F)F)(C)O (R)-2-((R)-6-Benzyl-4-methyl-4,5,6,7-tetrahydroisoxazolo[5,4-c]pyridin-3-yl)-1,1,1-trifluoropropan-2-ol